FC(C=1N=C2N(CCC[C@H]2C2CC23NCCC(C3)C(=O)N)C1)(F)F ((S)-2-(trifluoromethyl)-5,6,7,8-tetrahydroimidazo[1,2-a]pyridin-8-yl)-4-azaspiro[2.5]octane-7-carboxamide